C(C)N(C(=O)N1CCN(CC1)C1=NC=C(C=C1)C=1C=2N(C=C(C1)OCCF)N=C1C2C=NN1)CC N,N-diethyl-4-(5-(6-(2-fluoroethoxy)-1H-pyrazolo[3',4':3,4]pyrazolo[1,5-a]pyridin-4-yl)pyridin-2-yl)piperazine-1-carboxamide